OC1=C(C=C(C=C1)[AsH](O)=O)[N+](=O)[O-] (4-hydroxy-3-nitrophenyl)arsinic acid